N-{1-(5-Methoxy-7-bicyclo-[4.2.0]octa-1,3,5-trienylidene)-2-oxo-2-[(2-oxospiro[1H-indole-3,4'-oxane]-6-yl)amino]-ethyl}-3-methylisoxazole-4-carboxamide COC=1C=CC=C2CC(C12)=C(C(NC1=CC=C2C(=C1)NC(C21CCOCC1)=O)=O)NC(=O)C=1C(=NOC1)C